ClC=1C(=CC2=C(N=C(N=C2N[C@H](C)C2=C(C(=CC=C2)C(F)F)F)C)N1)C1CCN(CC1)C(C)C (R)-7-chloro-N-(1-(3-(difluoromethyl)-2-fluorophenyl)ethyl)-6-(1-isopropylpiperidin-4-yl)-2-methylpyrido[2,3-d]pyrimidin-4-amine